ClC=1C(=CC2=C(N=CN=C2N[C@H](C)C2=CC(=CC=C2)C(C2CCN(CC2)C(C)C)(F)F)N1)N1CCN(CC1)C(C)C (R)-7-chloro-N-(1-(3-(difluoro(1-isopropylpiperidin-4-yl)methyl)phenyl)ethyl)-6-(4-isopropylpiperazin-1-yl)pyrido[2,3-d]pyrimidin-4-amine